tert-butyl 6-[6-carbamoyl-3-fluoro-7-(4-fluoro-2-methoxy-phenyl)thieno[3,2-c]pyridin-4-yl]-3,4-dihydro-1H-isoquinoline-2-carboxylate C(N)(=O)C1=C(C2=C(C(=N1)C=1C=C3CCN(CC3=CC1)C(=O)OC(C)(C)C)C(=CS2)F)C2=C(C=C(C=C2)F)OC